5-[(2,2-Difluoro-2H-1,3-benzodioxol-5-yl)sulfonyl]-N-[(4-fluorophenyl)methyl]-1H,2H,3H,4H,5H,6H-pyrrolo[3,4-c]pyrrole-2-carboxamide FC1(OC2=C(O1)C=CC(=C2)S(=O)(=O)N2CC1=C(C2)CN(C1)C(=O)NCC1=CC=C(C=C1)F)F